methyl (E)-7,7,7-trifluorohept-2-enoate FC(CCC/C=C/C(=O)OC)(F)F